4-(tetrahydrofuran-3-yl)pyrimidine-4,6-diamine O1CC(CC1)C1(NC=NC(=C1)N)N